ClC=1C(=C(C=C(C1)C(C)C)[C@@H](C(=O)O)N1C[C@@H](CC1)N(CCCCCC1=NC=2NCCCC2C=C1)C)OC (S)-2-(3-chloro-5-isopropyl-2-methoxyphenyl)-2-((R)-3-(methyl(5-(5,6,7,8-tetrahydro-1,8-naphthyridin-2-yl)pentyl)amino)pyrrolidin-1-yl)acetic acid